C(C)[N-]CC.C(C)[N-]CC.C(C)[N-]CC.C(C)[N-]CC.[Mo+4] molybdenum tetra(diethylamide)